4-(2,4-dimethyl-phenyl)-4-oxo-butyric acid CC1=C(C=CC(=C1)C)C(CCC(=O)O)=O